ClC1=CC=C(C=C1)[C@H](C(F)(F)F)NS(=O)(=O)C1=CC=2N(C=N1)C=NN2 (R)-N-(1-(4-chlorophenyl)-2,2,2-trifluoroethyl)-[1,2,4]triazolo[4,3-c]pyrimidine-7-sulfonamide